2-(4-aminophenyl)-1-ethanol NC1=CC=C(C=C1)CCO